C(C)C(CC)NC(CC1CCN(CC1)C(=O)[C@H](CC(C)C)N1C([C@@H](NCC1)CC(C)C)=O)=O (S)-1-[(S)-1-({4-[2-(1-Ethylpropylamino)-2-oxoethyl]-1-piperidyl}carbonyl)-3-methylbutyl]-3-isobutyl-2-piperazinone